BrC1=CC=C(OCC2OC(COC2)CF)C=C1 2-((4-bromophenoxy)methyl)-6-(fluoromethyl)-1,4-dioxane